(3R)-3-amino-5-[(4-chlorophenyl)methyl]-7-[5-[(dimethylamino)methyl]-1,2,4-oxadiazol-3-yl]-8-fluoro-1,1-dioxo-2,3-dihydro-1λ6,5-benzothiazepin-4-one N[C@H]1CS(C2=C(N(C1=O)CC1=CC=C(C=C1)Cl)C=C(C(=C2)F)C2=NOC(=N2)CN(C)C)(=O)=O